(2S,3R,4R)-1-tert-butyl 2-methyl 3-allyl-4-(benzyl(2-bromoethyl)amino)pyrrolidine-1,2-dicarboxylate C(C=C)[C@H]1[C@H](N(C[C@@H]1N(CCBr)CC1=CC=CC=C1)C(=O)OC(C)(C)C)C(=O)OC